methyl 6-((1-(1-(tert-butyl)-3-(4-chloro-3-fluorophenyl)-1H-pyrrolo[2,3-b]pyridine-6-carbonyl)piperidin-4-yl)amino)-2,4-dimethylnicotinate C(C)(C)(C)N1C=C(C=2C1=NC(=CC2)C(=O)N2CCC(CC2)NC2=NC(=C(C(=O)OC)C(=C2)C)C)C2=CC(=C(C=C2)Cl)F